α-hydroxyoctaeicosanoic acid OC(C(=O)O)CCCCCCCCCCCCCCCCCCCCCCCCCC